6-(3-(4-fluorophenyl)azetidin-1-yl)quinoline-4-carboxylic acid FC1=CC=C(C=C1)C1CN(C1)C=1C=C2C(=CC=NC2=CC1)C(=O)O